methyl-methylsilane C[SiH2]C